N-[2-[2-(1,1-dimethylethyl)phenoxy]-3-pyridinyl]-N'-[4-(trifluoromethoxy)phenyl]urea CC(C)(C)C1=C(OC2=NC=CC=C2NC(=O)NC2=CC=C(C=C2)OC(F)(F)F)C=CC=C1